(S)-N-[(1R)-1-[3-(1,1-difluoroethyl)-2-fluoro-phenyl]ethyl]-2-methylpropane-2-sulfinamide FC(C)(F)C=1C(=C(C=CC1)[C@@H](C)N[S@@](=O)C(C)(C)C)F